N-(2-fluoro-4-(trifluoromethyl)benzyl)-5,6-dihydro-4H-pyrrolo[1,2-b]pyrazol-3-amine FC1=C(CNC2=C3N(N=C2)CCC3)C=CC(=C1)C(F)(F)F